ClC=1C=CC2=C(C=C(O2)C2=CN=CC3=C2SCCN3S(=O)(=O)C=3SC(=CC3)Cl)C1 8-(5-Chlorobenzofuran-2-yl)-4-((5-chlorothiophen-2-yl)sulfonyl)-3,4-dihydro-2H-pyrido[4,3-b][1,4]thiazine